C(CCCCCCCCCCCCCCCCCCCCC)(=O)C(C(=O)C(OP(OC[C@@H](CO)O)(=O)O)CN)=CCCC 2-docosanoylhexaenoyl-sn-glycero-3-phosphoethanolamine